Tetrahydroimidazo[1,2-a]pyrazine N1CCN2C1=CN=CC2